[Ir+3].F[P-](F)(F)(F)(F)F.C(CCC)C1=NC(SC1)=C1SCC(=N1)CCCC.F[P-](F)(F)(F)(F)F.F[P-](F)(F)(F)(F)F (5,5'-dihydro-4,4'-dibutyl-2,2'-bithiazole) hexafluorophosphate iridium (III)